ClC1=C(C=CC(=C1)OC1=CC=CC=2C=C(OC21)F)C(=O)C2=CNC=1N=CN=C(C12)Cl (2-chloro-4-((2-Fluorobenzofuran-7-yl)oxy)phenyl)(4-chloro-7H-pyrrolo[2,3-d]pyrimidin-5-yl)methanone